C1(=CC=CC=C1)P(C1=CC=CC=C1)OCC(C(CCC)OP(C1=CC=CC=C1)C1=CC=CC=C1)CC 2-ethyl-1,3-hexanediol bis(diphenylphosphinite)